N1CCNCC1 (R)-Hexahydropyrazine